1-(5-methoxy-2-methyl-4-nitrophenyl)-4-(piperidin-4-yl)piperazine COC=1C(=CC(=C(C1)N1CCN(CC1)C1CCNCC1)C)[N+](=O)[O-]